C(C1CO1)OCCCC=C[Si](OC)(OC)OC gamma-(2,3-epoxypropoxy)propylvinyltrimethoxysilane